((4-((R)-2-(4-carbamoyl-2-fluorophenyl)-2H-chromen-8-yl)piperidin-1-yl)methyl)-3-(((S)-oxetan-2-yl)methyl)-3H-imidazo[4,5-b]pyridine-5-carboxylic acid C(N)(=O)C1=CC(=C(C=C1)[C@@H]1OC2=C(C=CC=C2C=C1)C1CCN(CC1)CC1=NC=2C(=NC(=CC2)C(=O)O)N1C[C@H]1OCC1)F